N,N-diethyl-2-oxoacetamide CCN(CC)C(=O)C=O